C(C)(C)(C)OC(=O)N[C@H](CC1=C(C2=NC(=CC(=C2S1)N(C(OC(C)(C)C)=O)COCC[Si](C)(C)C)Cl)C)C tert-Butyl N-[2-[(2S)-2-(tert-butoxycarbonylamino)propyl]-5-chloro-3-methyl-thieno[3,2-b]pyridin-7-yl]-N-(2-trimethylsilylethoxymethyl)carbamate